[1-[7-[1-[2-(tert-butoxycarbonylamino)-4-(trifluoromethoxy)benzoyl]-4-piperidyl]-3H-imidazo[4,5-b]pyridin-2-yl]-1-methyl-ethyl] acetate C(C)(=O)OC(C)(C)C1=NC=2C(=NC=CC2C2CCN(CC2)C(C2=C(C=C(C=C2)OC(F)(F)F)NC(=O)OC(C)(C)C)=O)N1